(1R,5S)-3-(7-bromo-2,6-dichloro-8-fluoroquinazolin-4-yl)-3,8-diazabicyclo[3.2.1]octane BrC1=C(C=C2C(=NC(=NC2=C1F)Cl)N1C[C@H]2CC[C@@H](C1)N2)Cl